FC1=C2C(NC(=NC2=CC(=C1)OCC1CCN(CC1)C1CCN(CC1)C1=CC=C(C=C1)NC1C(NC(CC1)=O)=O)CSC1CCOCC1)=O 3-((4-(4-(((5-fluoro-4-oxo-2-(((tetrahydro-2H-pyran-4-yl)thio)methyl)-3,4-dihydroquinazolin-7-yl)oxy)methyl)-[1,4'-bipiperidin]-1'-yl)phenyl)amino)piperidine-2,6-dione